2-(2-(5-Cyclopropyl-3-(2-(trifluoromethyl)phenyl)isoxazol-4-yl)-7-azaspiro[3.5]non-1-en-7-yl)thiazolo[5,4-b]pyridin C1(CC1)C1=C(C(=NO1)C1=C(C=CC=C1)C(F)(F)F)C1=CC2(C1)CCN(CC2)C=2SC1=NC=CC=C1N2